5-benzyl-3-phenyl-1-(4-vinylbenzyl)-1H-1,2,4-triazole C(C1=CC=CC=C1)C1=NC(=NN1CC1=CC=C(C=C1)C=C)C1=CC=CC=C1